(1S,2R)-N-(4-(3-amino-1H-pyrazolo[4,3-b]pyridin-5-yl)-3-chlorophenyl)-2-hydroxycyclohexane-1-sulfonamide NC1=NNC=2C1=NC(=CC2)C2=C(C=C(C=C2)NS(=O)(=O)[C@@H]2[C@@H](CCCC2)O)Cl